glyceritol C(C(O)CO)O